ethyl 3-[(1S,3R)-3-(tert-butoxycarbonylamino)cyclohexyl]-5,6,7,8-tetrahydro-[1,2,4]triazolo[4,3-a]pyridine-6-carboxylate C(C)(C)(C)OC(=O)N[C@H]1C[C@H](CCC1)C1=NN=C2N1CC(CC2)C(=O)OCC